tert-Butyl N-[(1S)-2-[(2-chlorocarbonylphenyl)methyl-[(2,4-dimethoxyphenyl)methyl]amino]-1-methyl-2-oxo-ethyl]carbamate ClC(=O)C1=C(C=CC=C1)CN(C([C@H](C)NC(OC(C)(C)C)=O)=O)CC1=C(C=C(C=C1)OC)OC